(4-methoxyphenyl)-7-(pyrrolidin-1-yl)pyrazolo[1,5-a]pyrimidine COC1=CC=C(C=C1)C1=NN2C(N=CC=C2N2CCCC2)=C1